C(C=C)(=O)OC1=CC(=C(C(=C1)Cl)[C@H]1N([C@@H](CC2=C1NC1=CC=CC=C21)C)CC(C)(C)F)Cl 3,5-dichloro-4-((1R,3R)-2-(2-fluoro-2-methylpropyl)-3-methyl-2,3,4,9-tetrahydro-1H-pyrido[3,4-b]indol-1-yl)phenyl acrylate